penta-tellurium cycloheptane C1CCCCCC1.[Te].[Te].[Te].[Te].[Te]